ClC1=C(C=C(C(=C1)OC1=C(C=CC=C1)F)C)N=CN(C)CC N'-[2-chloro-4-(2-fluorophenoxy)-5-methylphenyl]-N-ethyl-N-methylimidoformamide